5-(5-Aminoindol-1-yl)-1,3-dihydro-2H-benzo[d]imidazol-2-one hydrochloride Cl.NC=1C=C2C=CN(C2=CC1)C1=CC2=C(NC(N2)=O)C=C1